γ-glycidoxypropyldiethoxymethylsilane C(C1CO1)OCCC[SiH2]C(OCC)OCC